FC(C=1N=C(SC1)NC1=CC=C(C=C1)[C@H](C(=O)O)C)(F)F (2R)-2-(4-{[4-(trifluoromethyl)-1,3-thiazol-2-yl]amino}phenyl)propanoic acid